C(#N)C=1C=C(C=CC1SC(C)CC)N1N=CC(=C1)C(=O)O 1-(3'-cyano-4'-sec-butylsulfanyl-phenyl)-pyrazole-4-carboxylic acid